S(=O)(=O)([O-])[O-].OCC[N+](CC(COCCCCCCCCCCCC)O)(CCO)C.OCC[N+](CCO)(CC(COCCCCCCCCCCCC)O)C N,N-bis(2-hydroxyethyl)-N-(3'-dodecyloxy-2'-hydroxypropyl)methylammonium sulfate